C(C)OC(CCC(=O)C1=NC2=CC=C(C=C2C(=C1O)C#N)CC1=CC=CC=C1)=O 4-(6-Benzyl-4-cyano-3-hydroxy-quinolin-2-yl)-4-oxo-butyric acid ethyl ester